3-bromo-N-(2-(4-chlorophenyl)-1-(dimethylcarbamoyl)cyclopropyl)-1-(3-chloropyridin-2-yl)-N-methyl-1H-pyrazole-5-carboxamide BrC1=NN(C(=C1)C(=O)N(C)C1(C(C1)C1=CC=C(C=C1)Cl)C(N(C)C)=O)C1=NC=CC=C1Cl